N-(3-(4-((2-methoxyethyl)amino)-6-((3-methyl-4-((1-methyl-1H-benzimidazol-5-yl)oxy)phenyl)amino)pyrimidin-5-yl)phenyl)acrylamide COCCNC1=NC=NC(=C1C=1C=C(C=CC1)NC(C=C)=O)NC1=CC(=C(C=C1)OC1=CC2=C(N(C=N2)C)C=C1)C